CN(C(OC1=C(C=CC=C1)C1=C(C=CC=C1)OC(N(C)C)=O)=O)C [1,1'-biphenyl]-2,2'-diyl bis(dimethylcarbamate)